5-[[7-fluoro-2-(4-methyl-1,2,5-oxadiazol-3-yl)benzimidazol-1-yl]methyl]pyrimidine-2-carbonitrile FC1=CC=CC2=C1N(C(=N2)C2=NON=C2C)CC=2C=NC(=NC2)C#N